C1(=CC=C(C=C1)C1(CC1)O)C 1-(p-tolyl)cyclopropan-1-ol